N-(2-hydroxypropyl)-2-hydroxyhexadecylamine OC(CNCC(CCCCCCCCCCCCCC)O)C